(12R)-13-ethyl-8-methoxy-12-methyl-12,13,16,17,18,19,20,21-octahydro-6,23-(azeno)-11,7-(metheno)imidazo[2,1-c][1,4,10,13,15]oxatetraazacyclohenicosin-14(15H)-one C(C)N1[C@@H](C=2N=CC(=C(C3=CN4C(C(OCCCCCCNC1=O)=N3)=NC=C4)C2)OC)C